[Cl-].C[NH+](C)C trimethyl-ammonium chloride